CN(C)CC1=CN(C2=CC(=CC=C12)F)C1=NC(=NC=C1)NC1=C(C=C(C(=C1)[N+](=O)[O-])N1CCOCC1)OC 4-(3-((dimethylamino)methyl)-6-fluoro-1H-indol-1-yl)-N-(2-methoxy-4-morpholino-5-nitrophenyl)pyrimidin-2-amine